3-[rel-(4S)-8-methoxy-1,2,3,4-tetrahydroquinolin-4-yl]-1-methyl-7-[4-(4-methylpiperazin-1-yl)anilino]-4H-pyrimido[4,5-d]pyrimidin-2-one COC=1C=CC=C2[C@H](CCNC12)N1C(N(C2=NC(=NC=C2C1)NC1=CC=C(C=C1)N1CCN(CC1)C)C)=O |o1:7|